3-bromo-6-(4-(6-methylpyridin-2-yl)-1-((trimethylsilyl)methyl)-1H-1,2,3-triazol-5-yl)quinoline BrC=1C=NC2=CC=C(C=C2C1)C1=C(N=NN1C[Si](C)(C)C)C1=NC(=CC=C1)C